Octamethylene Maleate C1(\C=C/C(=O)OCCCCCCCCO1)=O